methyl ((2S,E)-7-(dimethylamino)-1-((1-((7-(1-fluoro-2-methylpropyl)-1H-benzo[d]imidazol-2-yl)methyl)-2-oxo-1,2-dihydropyridin-3-yl)amino)-1,7-dioxohept-5-en-2-yl)carbamate CN(C(/C=C/CC[C@@H](C(=O)NC=1C(N(C=CC1)CC1=NC2=C(N1)C(=CC=C2)C(C(C)C)F)=O)NC(OC)=O)=O)C